The molecule is a 1,4-benzodiazepinone compound having a methyl substituent at the 1-position, a hydroxy substituent at the 3-position, a 2-chlorophenyl group at the 5-position and a chloro substituent at the 7-position. It has a role as a sedative. It is a 1,4-benzodiazepinone and an organochlorine compound. CN1C2=C(C=C(C=C2)Cl)C(=NC(C1=O)O)C3=CC=CC=C3Cl